(S)-4-bromo-N-(8,9-difluoro-6-oxo-1,4,5,6-tetrahydro-2H-pyrano[3,4-c]isoquinolin-1-yl)-2,3-difluoro-N-methylbenzamide BrC1=C(C(=C(C(=O)N(C)[C@@H]2COCC=3NC(C=4C=C(C(=CC4C32)F)F)=O)C=C1)F)F